(1S,2R,3R,5R)-3-((S)-(4-chlorophenyl)(hydroxy)methyl)-5-((E)-4-hydrazineylidene-5-methyl-1,4-dihydro-7H-pyrrolo[2,3-d]pyrimidin-7-yl)cyclopentane-1,2-diol ClC1=CC=C(C=C1)[C@H]([C@@H]1[C@H]([C@H]([C@@H](C1)N1C=C(C\2=C1NC=N/C2=N/N)C)O)O)O